3-(4-fluoro-1,3-dioxo-1,3-dihydro-isoindol-2-yl)-2,6-dioxopiperidin-1-ylmethyl benzoate C(C1=CC=CC=C1)(=O)OCN1C(C(CCC1=O)N1C(C2=CC=CC(=C2C1=O)F)=O)=O